COC=1C=C(C=C(C1OC)OC)C(=CC)O 3,4,5-trimethoxyphenyl-propenol